N-((S)-6-amino-1-(((S)-1-(((S)-1-(((S)-2-amino-1-(4-(benzyloxy)phenyl)-2-oxoethyl)amino)-1-oxopropan-2-yl)amino)-1-oxopropan-2-yl)amino)-1-oxohexan-2-yl)palmitamide NCCCC[C@@H](C(=O)N[C@H](C(=O)N[C@H](C(=O)N[C@H](C(=O)N)C1=CC=C(C=C1)OCC1=CC=CC=C1)C)C)NC(CCCCCCCCCCCCCCC)=O